C(C(C)(C)C)(=O)OCC[C@H]([C@@H](CC1=C(C=CC=C1)Cl)O)O (3R,4R)-3,4-dihydroxy-5-(2-chlorophenyl)pentyl pivalate